[(2S,3S,4E,6S,7S,10S)-7,10-dihydroxy-3,7-dimethyl-12-oxo-2-[(2E,4E)-6-pyrimidin-2-ylhepta-2,4-dien-2-yl]-1-oxacyclododec-4-en-6-yl]4-cycloheptylpiperazine-1-carboxylate O[C@@]1([C@H](/C=C/[C@@H]([C@H](OC(C[C@H](CC1)O)=O)\C(\C)=C\C=C\C(C)C1=NC=CC=N1)C)OC(=O)N1CCN(CC1)C1CCCCCC1)C